C(C(C)C)OC1=C(CCCC1)C 3-isobutoxy-2-methylcyclohex-2-en